NC=1SC2=C(N1)C=CC=C2CC(=O)OC methyl 2-(2-amino-1,3-benzothiazol-7-yl)acetate